[1,1':2,1''-terphenyl]-3'-carbonitrile C=1(C(=CC=CC1)C1=CC=CC=C1)C1=CC(=CC=C1)C#N